4-Bromo-6-fluoro-1-(tetrahydro-2H-pyran-2-yl)-1H-indazole BrC1=C2C=NN(C2=CC(=C1)F)C1OCCCC1